2-bromo-6-(3-hydroxypropoxy)naphthalene BrC1=CC2=CC=C(C=C2C=C1)OCCCO